dibenzyl-4,4'-bipyridine dichloride [Cl-].[Cl-].C(C1=CC=CC=C1)C=1C(=NC=CC1C1=CC=NC=C1)CC1=CC=CC=C1